3-methylthieno[3,4-d][1,2,4]triazolo[4,3-b]pyridazine CC1=NN=C2N1N=CC=1C2=CSC1